(±)-tert-butyl 3-hydroxypyrrolidine-1-carboxylate O[C@H]1CN(CC1)C(=O)OC(C)(C)C |r|